(2S,4S)-4-fluoro-1-[2-[4-(5-isoquinolinoyloxy)-1-piperidinyl]acetyl]pyrrolidine-2-carbonitrile F[C@H]1C[C@H](N(C1)C(CN1CCC(CC1)OC(=O)C=1C=2C=CN=CC2C=CC1)=O)C#N